ClC=1C=C(C=CC1)C(C(C1=CC=CC=C1)OC(N[C@H](C(=O)N[C@@H](C[C@H]1C(NCC1)=O)C(C(=O)NC1CC1)=O)CC1=CC=CC=C1)=O)(F)F ((S)-1-(((S)-4-(cyclopropylamino)-3,4-dioxo-1-((S)-2-oxopyrrolidin-3-yl)butan-2-yl)amino)-1-oxo-3-phenylpropane-2-yl)carbamic acid 2-(3-chlorophenyl)-2,2-difluoro-1-phenylethyl ester